CC=1C=C2C(=C(C(NC2=CC1)=O)C(=O)\C(\C#N)=C\C=1C=NC=CC1)C1=CC=CC=C1 (2E)-2-[(E)-6-methyl-2-oxo-4-phenyl-1,2-dihydroquinoline-3-carbonyl]-3-(pyridin-3-yl)prop-2-enenitrile